OCC1=C(N=C2N1C(=CC=C2)N2CCN(CC2)C)CN(C2CC1=C(N(N=C1CC2)C2=NC=CC=C2)O)C 5-{[(3-(hydroxymethyl)-5-(4-methylpiperazin-1-yl)imidazo[1,2-a]pyridin-2-yl)methyl]methylamino}-2-(pyridin-2-yl)-4,5,6,7-tetrahydro-2H-indazol-3-ol